tert-butyl (2S,4S)-4-[2-(8-fluoro-2-methyl-imidazo[1,2-a]pyridin-6-yl)-5-oxo-pyrido[4,3-d]pyrimidin-6-yl]-2-methyl-piperidine-1-carboxylate FC=1C=2N(C=C(C1)C=1N=CC3=C(N1)C=CN(C3=O)[C@@H]3C[C@@H](N(CC3)C(=O)OC(C)(C)C)C)C=C(N2)C